(2R,4s,6S)-6-(4-(2,7-diazaspiro[3.5]nonane-7-carbonyl)phenyl)-7-((5-methoxy-7-methyl-1H-indol-4-yl)methyl)-7-azaspiro[3.5]nonane-2-carbonitrile C1NCC12CCN(CC2)C(=O)C2=CC=C(C=C2)[C@@H]2CC1(CC(C1)C#N)CCN2CC2=C1C=CNC1=C(C=C2OC)C